C(C)(C)(C)OC(=O)C1COC2(C1N(C=1C=CC(=CC21)CC2=CC=CC=C2)S(=O)(=O)C2=CC=C(C)C=C2)C(F)(F)F 7-benzyl-4-p-toluenesulfonyl-8b-(trifluoromethyl)-3,3a,4,8b-tetrahydro-2H-furo[3,2-b]indole-3-carboxylic acid tert-butyl ester